C(C1=CC=CC=C1)OC1=C(C=CC=C1)C1CCC(CC1)OCCl 1-(benzyloxy)-2-((1s,4s)-4-(chloromethoxy)cyclohexyl)benzene